CC(CNC(OC(C)(C)C)=O)(C)C1=CC(=CC=C1)C(NCC(=O)NC=1SC=C(N1)C1=CC(=CC=C1)C1=NN(C=C1)C)=O tert-butyl (2-methyl-2-(3-((2-((4-(3-(1-methyl-1H-pyrazol-3-yl)phenyl)thiazol-2-yl)amino)-2-oxoethyl)carbamoyl)phenyl)propyl)carbamate